tert-butyl 4-(3-chloro-5-methyl-5H-pyrrolo[3,2-c]pyridazin-6-yl)piperidine-1-carboxylate ClC1=CC2=C(N=N1)C=C(N2C)C2CCN(CC2)C(=O)OC(C)(C)C